[NH4+].P(=O)(OC1CN(C1)C(CCCCCCCCC1=CC=C(C=C1)C1CC1)=O)(O)O 1-[9-(4-Cyclopropylphenyl)nonanoyl]azetidin-3-yl dihydrogen phosphate ammonium salt